C[C@@H]1NCC[C@@H](C1)N1C(C2=CC=CC=C2C1=O)=O ((2S,4S)-2-methylpiperidin-4-yl)isoindoline-1,3-dione